(E)-2-(4-fluorostyryl)-3-hydroxy-6-(hydroxymethyl)-4H-pyran-4-one FC1=CC=C(/C=C/C=2OC(=CC(C2O)=O)CO)C=C1